4-chloro-2-(2-hydroxyethyl)-2,3-dihydro-1H-pyrrolo-[3,4-c]pyridin-1-one ClC1=NC=CC2=C1CN(C2=O)CCO